3-(2-amino-[1,2,4]triazolo[1,5-a]pyridin-7-yl)-2-fluoro-N-(2-fluoro-3-(4-fluorophenyl)-3-hydroxy-2-methylpropyl)-6-methylbenzamide NC1=NN2C(C=C(C=C2)C=2C(=C(C(=O)NCC(C(O)C3=CC=C(C=C3)F)(C)F)C(=CC2)C)F)=N1